2-(((S)-4-((R)-2-(4-chloro-2-fluorophenyl)-4-fluoro-2H-chromen-8-yl)-2-methylpiperazin-1-yl)methyl)-1-(((S)-oxetan-2-yl)methyl)-1H-benzo[d]imidazole-6-carboxylic acid ClC1=CC(=C(C=C1)[C@@H]1OC2=C(C=CC=C2C(=C1)F)N1C[C@@H](N(CC1)CC1=NC2=C(N1C[C@H]1OCC1)C=C(C=C2)C(=O)O)C)F